FC=1C=C(C(=O)OC)C=C(C1)S(=O)(=O)C(C(C(F)(F)F)=O)(F)F methyl 3-fluoro-5-((1,1,3,3,3-pentafluoro-2-oxopropyl)sulfonyl)benzoate